FC1=C2C(=NC=3N(C2=CC=C1F)C=NN3)C3CNC1=C(O3)C(=CC=C1)C#CC1(CC1)C(F)(F)F (6,7-difluoro-[1,2,4]triazolo[4,3-a]quinazolin-5-yl)-8-((1-(trifluoromethyl)cyclopropyl)ethynyl)-3,4-dihydro-2H-benzo[b][1,4]oxazine